(S)-2-amino-3-methylbutane N[C@@H](C)C(C)C